(6-(1-(Cyclopropylmethyl)piperidine-3-carbonyl)naphthalen-2-yl)carbamic acid tert-butyl ester C(C)(C)(C)OC(NC1=CC2=CC=C(C=C2C=C1)C(=O)C1CN(CCC1)CC1CC1)=O